6-fluoro-3-methylene-benzofuran-5-carboxylic acid methyl ester COC(=O)C=1C(=CC2=C(C(CO2)=C)C1)F